ClC=1C=C2C(=CN=C(C2=CN1)N1[C@@H](CC1)C(=O)OC)C(C)C Methyl (S)-1-(6-chloro-4-isopropyl-2,7-naphthyridin-1-yl)azetidine-2-carboxylate